2-((4-cyano-5-fluoro-4'-(2-fluoro-5-methoxy-phenylsulfonamido)-[1,1'-biphenyl]-3-yl)oxy)acetic acid tert-butyl ester C(C)(C)(C)OC(COC=1C=C(C=C(C1C#N)F)C1=CC=C(C=C1)NS(=O)(=O)C1=C(C=CC(=C1)OC)F)=O